Cl.C[C@@]1(CNCCC1)O (R)-3-methylpiperidin-3-ol HCl salt